F[C@@H]1[C@@H](C1)C(=O)N cis-2-fluoro-cyclopropanecarboxamide